CN1CNC2=C1C=CC=C2 3-methyl-1,3-dihydro-2H-benzo[d]imidazole